anti-ethyl 2-(5-(3-fluoro-4-(trifluoromethyl)phenyl)-1-(4-(trifluoromethyl)benzyl)piperidin-3-yl)acetate FC=1C=C(C=CC1C(F)(F)F)C1CC(CN(C1)CC1=CC=C(C=C1)C(F)(F)F)CC(=O)OCC